N-((1R,5S,6s)-3-(3-amino-6-(2-hydroxyphenyl)pyridazin-4-yl)-3-azabicyclo[3.1.0]hexan-6-yl)acetamide NC=1N=NC(=CC1N1C[C@@H]2C([C@@H]2C1)NC(C)=O)C1=C(C=CC=C1)O